[In].[C@H]12CC\C=C/CC[C@@H]2C1(CO)CO (1R,8S,Z)-bicyclo[6.1.0]non-4-en-9,9-diyl-dimethanol Indium